ethyl 2-amino-5-ethyloxazole-4-carboxylate NC=1OC(=C(N1)C(=O)OCC)CC